cyclobutyl-3-(3,4-difluorobenzoyl)-1,1-dimethyl-1,2,3,6-tetrahydroazepino[4,5-b]indole-5-carboxamide C1(CCC1)C1C(C2=C(NC=3C=CC=CC23)C(=CN1C(C1=CC(=C(C=C1)F)F)=O)C(=O)N)(C)C